C1(CCC1)OC1=NC=2N(C=C1C(=O)NC=1C(N(C=CC1)C1C(C1)F)=O)C=C(N2)C21COC(C2)(C1)CF 7-cyclobutoxy-N-(1-(2-fluorocyclopropyl)-2-oxo-1,2-dihydropyridin-3-yl)-2-(1-(fluoromethyl)-2-oxabicyclo[2.1.1]hex-4-yl)imidazo[1,2-a]pyrimidine-6-carboxamide